C(COCC(=O)N)(=O)[O-] diglycolamate